ClC1=C(C=CC=C1)C1=NNC(=C1I)N 3-(2-chlorophenyl)-4-iodo-1H-pyrazol-5-amine